CC1=C2CC3(CCNCC3)C(C2=CC=C1)=O 4-methylspiro[indene-2,4'-piperidin]-1(3H)-one